N=1CC=C2N=C(C=CC21)C(=O)N 2H-pyrrolo[3,2-b]pyridine-5-carboxamide